C(C1=CC(OC)=C(O)C=C1)N N-vanillyl-amine